C(CC\C=C/CCCCC)=O CIS-4-DECENAL